ClC1=C(N=C2N1C=CC=C2C(=O)O)C 3-chloro-2-methyl-imidazo[1,2-a]pyridine-8-carboxylic acid